C(C)(C)(C)OC(=O)N1CCC(CC1)C1=C2N=CC=NC2=CC=C1.C(C)N1C(=[N+](C=C1)C)C 1-ethyl-2,3-dimethyl-imidazolium tert-butyl-4-(quinoxalin-5-yl)piperidine-1-carboxylate